((4-Nitrophenoxy)(phenoxy)phosphoryl)-L-alanine 3,3,3-trifluoro-2,2-dimethylpropyl ester FC(C(COC([C@@H](NP(=O)(OC1=CC=CC=C1)OC1=CC=C(C=C1)[N+](=O)[O-])C)=O)(C)C)(F)F